FC(OC=1C=C(C=CC1)[C@H](C)NC(=O)C=1C=NC2=C(N=C(C=C2C1N1CCN[C@H](CC1)C)C)C1CC1)(F)F N-[(S)-1-(m-trifluoromethoxyphenyl)ethyl]-4-[(S)-5-methyl-1,4-diazepan-1-yl]-8-cyclopropyl-6-methyl-1,7-diaza-3-naphthamide